C(C)(C)(C)[S@@](=O)N[C@@H]1C2=CC=CC=C2CC12CCN(CC2)C(=O)O (S)-1-(((R)-tert-butylsulfinyl)amino)-1,3-dihydrospiro[indene-2,4'-piperidine]-1'-carboxylic acid